F[C@H]1CN(CC[C@H]1OC)C1=NC=CC(=N1)NC=1N=CC2=C(C=CC(=C2C1)[C@@H]1N(CCCC1)C(C#CC)=O)N1CC(C1)CS(=O)(=O)C 1-((R)-2-(3-((2-((3S,4R)-3-fluoro-4-methoxypiperidin-1-yl)pyrimidin-4-yl)amino)-8-(3-((methylsulfonyl)methyl)azetidin-1-yl)isoquinolin-5-yl)piperidin-1-yl)but-2-yn-1-one